C=1C=CC2=CCC=CC(C12)=O Azulene-8(5H)-one